CSC1=NC=CC=C1B(O)O 2-(METHYLTHIO)PYRIDINE-3-BORONIC ACID